C1(=CC(=CC=C1)N(C1=CC=2C(C3=CC=CC=C3C2C=C1)(C)C)C1=CC=C(C=C1)C=1C=CC=2N(C3=CC=CC=C3C2C1)C1=CC=CC=C1)C1=CC=CC=C1 N-(1,1'-biphenyl-3-yl)-N-[4-(9-phenyl-9H-carbazol-3-yl)phenyl]-9,9-dimethyl-9H-fluoren-2-amine